Methyl 5-(4-methylpiperazin-1-yl)-5,6,7,8-tetrahydronaphthalene-2-carboxylate CN1CCN(CC1)C1C=2C=CC(=CC2CCC1)C(=O)OC